4-(hydroxyethyl)piperidine-1-carboxylic acid benzyl ester C(C1=CC=CC=C1)OC(=O)N1CCC(CC1)CCO